rac-7-{5-[(3AS,6AS)-3A-isopropyl-6A-methyl-dihydro-4H-cyclopenta[D][1,3,2]dioxaborolan-2-yl]-4-methoxy-2-(pyrazol-1-yl)phenyl}cinnolin-4-amine C(C)(C)[C@@]12[C@@](OB(O1)C=1C(=CC(=C(C1)C1=CC=C3C(=CN=NC3=C1)N)N1N=CC=C1)OC)(CCC2)C |r|